FC=1C(=C(C=CC1F)CC(=O)O)C(F)(F)F 2-(3,4-difluoro-2-(trifluoromethyl)phenyl)acetic acid